(R)-1-(2-chloropyridin-3-yl)ethyl (4-(5-(1-cyano-2-(trifluoromethyl)cyclopropane-1-carboxamido)pyridin-2-yl)-1-methyl-1H-1,2,3-triazol-5-yl)carbamate C(#N)C1(C(C1)C(F)(F)F)C(=O)NC=1C=CC(=NC1)C=1N=NN(C1NC(O[C@H](C)C=1C(=NC=CC1)Cl)=O)C